chloro-7-(pyrrolidin-1-ylmethyl)-3-((2-(trimethylsilyl)ethoxy)methyl)-3H-imidazo[4,5-b]pyridine ClC1=NC=2C(=NC=CC2CN2CCCC2)N1COCC[Si](C)(C)C